C(=C)C=1C=CC=2N(C1)C=C(N2)CN2C(C1=CN=CC(=C1C=C2)N2CC1(C2)COCC1)=O 2-({6-ethenylimidazo[1,2-a]pyridin-2-yl}methyl)-5-{6-oxa-2-azaspiro[3.4]octan-2-yl}-1,2-dihydro-2,7-naphthyridin-1-one